O1CCC(CC1)N1N=CC(=C1)O 1-(tetrahydro-2H-pyran-4-yl)-1H-pyrazol-4-ol